2-Chloro-4-[5-[(1,3-dihydro-1,3-dioxo-2H-inden-2-ylidene)methyl]-2-furanyl]benzoic acid ClC1=C(C(=O)O)C=CC(=C1)C=1OC(=CC1)C=C1C(C2=CC=CC=C2C1=O)=O